N-((5-(5-(difluoromethyl)-1,3,4-oxadiazol-2-yl)thiazol-2-yl)methyl)-N-(5-fluoropyridin-3-yl)cyclopropanesulfonamide FC(C1=NN=C(O1)C1=CN=C(S1)CN(S(=O)(=O)C1CC1)C=1C=NC=C(C1)F)F